ClC=1C(=CC2=C(N(C(O2)=O)[C@@H](C(=O)OCC(CO)(CO)N)C)C1)OC(CC)C1=NC=CC=C1 2-amino-2-(hydroxymethyl)propane-1,3-diol (R)-3-(5-chloro-2-oxo-6-(1-(pyridin-2-yl)propoxy)benzo[d]oxazol-3(2H)-yl)propanoate